trans-4-[(7S)-6-(Methoxycarbonyl)-7-methyl-2-[2-(3-methyl-1,2,4-oxadiazol-5-yl)ethyl]-3H,6H,7H,8H,9H-imidazo[4,5-f]chinolin-3-yl]cyclohexan COC(=O)N1[C@H](CCC2=C3C(=CC=C12)N(C(=N3)CCC3=NC(=NO3)C)C3CCCCC3)C